N-(4'-((4-(2-hydroxyethoxy)-6-(methylsulfonyl)pyridin-2-yl)amino)-5-(2-hydroxypropan-2-yl)-[2,3'-bipyridin]-6'-yl)acetamide OCCOC1=CC(=NC(=C1)S(=O)(=O)C)NC1=C(C=NC(=C1)NC(C)=O)C1=NC=C(C=C1)C(C)(C)O